C(#N)C=1SC2=C(N1)C=C(C(=C2)F)NC2C(CN(CC2)C(=O)OC(C)(C)C)(C)C tert-butyl 4-[(2-cyano-6-fluoro-1,3-benzothiazol-5-yl)amino]-3,3-dimethyl-piperidine-1-carboxylate